NC1=C(C=C(C(=C1)C)C(=O)OC)NC(=O)C1CN(C1)C(=O)OC(C)(C)C tert-Butyl 3-((2-amino-5-(methoxycarbonyl)-4-methylphenyl)carbamoyl)azetidine-1-carboxylate